CCCCCCCCCC/C=C\CCCCCCCCCC(=O)OC[C@H](COP(=O)(O)OC[C@H](CO)O)OC(=O)CCCCCCC/C=C\CCCCCCCCC 1-(11Z-docosenoyl)-2-(9Z-nonadecenoyl)-glycero-3-phospho-(1'-sn-glycerol)